(S)-3-(2',4'-difluorobiphenyl-3-yl)-3-(3-(5-hydroxy-2-methyl-3-oxo-2,3-dihydropyridazin-4-yl)ureido)propanoic acid ethyl ester C(C)OC(C[C@H](NC(=O)NC=1C(N(N=CC1O)C)=O)C=1C=C(C=CC1)C1=C(C=C(C=C1)F)F)=O